C(C)C=1N=C2N(C=C(C=C2)N2CCN(CC2)CC(=O)N2CC(C2)CO)C1N(C=1SC(=C(N1)C1=CC=C(C=C1)F)C#N)C 2-((2-ethyl-6-(4-(2-(3-(hydroxymethyl)azetidin-1-yl)-2-oxoethyl)piperazin-1-yl)imidazo[1,2-a]pyridin-3-yl)(methyl)amino)-4-(4-fluorophenyl)thiazole-5-carbonitrile